N-[(1R)-1-(1-methylimidazol-4-yl)ethyl]-5-[4-(trifluoromethyl)phenoxy]naphthalene-2-carboxamide CN1C=NC(=C1)[C@@H](C)NC(=O)C1=CC2=CC=CC(=C2C=C1)OC1=CC=C(C=C1)C(F)(F)F